BrC=1C=C(C2=C(N=CN2)C1)C(=O)N[C@H](C)C1=C(C(=CC=C1)C(F)F)F 6-bromo-N-[(1R)-1-[3-(difluoromethyl)-2-fluoro-phenyl]ethyl]-3H-benzimidazole-4-carboxamide